4-benzyl-6-chloro-3-[5-[4-(1-ethylindazol-5-yl)phenyl]-4,5-dihydro-1H-pyrazol-3-yl]-1H-quinolin-2-one C(C1=CC=CC=C1)C1=C(C(NC2=CC=C(C=C12)Cl)=O)C1=NNC(C1)C1=CC=C(C=C1)C=1C=C2C=NN(C2=CC1)CC